(trans-3-(3-cyclopropyl-4-(6-ethylpyridin-2-yl)-1H-pyrazol-1-yl)cyclobutyl)methylamine C1(CC1)C1=NN(C=C1C1=NC(=CC=C1)CC)[C@@H]1C[C@H](C1)CN